ClC(CN1C2=NC=NC(=C2N=C1)N)C 9-(2-chloropropyl)adenine